5-methyl-2-(methylethyl)phenyl-(2E)-3-(3,4,5-trimethoxyphenyl)acrylic acid (5-methyl-2-(methylethyl) phenyl (2E)-3-(3,4,5-trimethoxyphenyl) prop-2-enoate) CC=1C=CC(=C(C1)/C(/C(=O)O)=C\C1=CC(=C(C(=C1)OC)OC)OC)C(C)C.CC=1C=CC(=C(C1)/C(/C(=O)O)=C\C1=CC(=C(C(=C1)OC)OC)OC)C(C)C